(1R,2S,5R)-2-((S)-1-hydroxyethyl)-3,6-diazabicyclo[3.2.2]nonane-6-carboxylic acid tert-butyl ester C(C)(C)(C)OC(=O)N1[C@H]2CN[C@@H]([C@@H](C1)CC2)[C@H](C)O